ClC=1C(=C2CN(CC2=CC1)C(C1=C(C(=C(C=C1O)OC)Cl)C)=O)N(C(\C=C\CN(C)C)=O)C (E)-N-(5-Chloro-2-(3-chloro-6-hydroxy-4-methoxy-2-methylbenzoyl)isoindolin-4-yl)-4-(dimethyl-amino)-N-methylbut-2-enamide